N[C@]1(CN(C[C@@H]1CCCB(O)O)C(NC1=CC=C(C=C1)F)=O)C(=O)O (3R,4S)-3-amino-4-(3-boronopropyl)-1-(4-fluorophenylcarbamoyl)pyrrolidine-3-carboxylic acid